Tert-butyl (S,Z)-(((tert-butoxycarbonyl)amino)(2-(3-(6-(4-(trifluoromethyl)phenethoxy)naphthalen-2-yl)-1,2,4-oxadiazol-5-yl)pyrrolidin-1-yl)methylene)carbamate C(C)(C)(C)OC(=O)N/C(/N1[C@@H](CCC1)C1=NC(=NO1)C1=CC2=CC=C(C=C2C=C1)OCCC1=CC=C(C=C1)C(F)(F)F)=N/C(OC(C)(C)C)=O